1-(5-fluoro-2-isopropoxypyridin-4-yl)-3-isopropyl-N-(4-methyl-1,1-dioxidotetrahydro-2H-thiopyran-4-yl)-2-oxo-2,3-dihydro-1H-benzo[d]imidazole-5-carboxamide FC=1C(=CC(=NC1)OC(C)C)N1C(N(C2=C1C=CC(=C2)C(=O)NC2(CCS(CC2)(=O)=O)C)C(C)C)=O